FC1=C(C(=C(C(=C1F)F)F)CF)S(=O)(=O)OC=1N=C(C2=C(N1)CN(CC2)C2=CC=CC1=CC=CC=C21)OC[C@H]2N(CCC2)C (S)-4-((1-methylpyrrolidin-2-yl)methoxy)-7-(naphthalen-1-yl)-5,6,7,8-tetrahydropyrido[3,4-d]pyrimidin-2-yl 2,3,4,5-tetrafluoro-6-(fluoromethyl)benzenesulfonate